tert-Butyl N-[3-cyano-7-fluoro-4-[5-fluoro-3-[[(2S,4R)-4-fluoro-1-methyl-pyrrolidin-2-yl]methoxy]-7,9-dihydrofuro[3,4-f]quinazolin-6-yl]thieno[3,2-c]pyridin-2-yl]carbamate C(#N)C1=C(SC2=C1C(=NC=C2F)C=2C1=C(C=3C=NC(=NC3C2F)OC[C@H]2N(C[C@@H](C2)F)C)COC1)NC(OC(C)(C)C)=O